FC1([C@H](CN(CC1)[C@H](C(=O)NC1=NC=C(C=C1)F)C)C1=CC=[N+](C=C1)[O-])F 4-((S)-4,4-difluoro-1-((S)-1-((5-fluoropyridin-2-yl)amino)-1-oxopropan-2-yl)piperidin-3-yl)pyridine 1-oxide